trivinyl-naphthalene C(=C)C=1C(=C(C2=CC=CC=C2C1)C=C)C=C